2-(2-hydroxy-4-octyloxyphenyl)-4,6-bis(4-methylphenyl)-1,3,5-triazine OC1=C(C=CC(=C1)OCCCCCCCC)C1=NC(=NC(=N1)C1=CC=C(C=C1)C)C1=CC=C(C=C1)C